2-(2,4-difluoro-6-(1H-benzimidazol-5-yl)phenyl)propane-2-ol FC1=C(C(=CC(=C1)F)C1=CC2=C(NC=N2)C=C1)C(C)(C)O